BrC=1C=C(C=CC1OC)C(CC(C)(N1N=CC=C1)C)C1=CC=C(C#N)C=C1 4-(1-(3-bromo-4-methoxyphenyl)-3-methyl-3-(1H-pyrazol-1-yl)butyl)Benzonitrile